C(C)N(C1=CC=C(C[C@H](N)C(=O)O)C=C1)CC 4-(diethylamino)-L-phenylalanine